CN1N=C(N=N1)C(=O)N[C@@H]1COC2=C1C=CC(=C2)C2=NOC(=N2)C([2H])([2H])[2H] (S)-2-methyl-N-(6-(5-(methyl-d3)-1,2,4-oxadiazol-3-yl)-2,3-dihydrobenzofuran-3-yl)-2H-tetrazole-5-carboxamide